N-(3-(4-oxo-3-phenyl-3,4-dihydro-phthalazin-1-yl)phenyl)ethyl-sulphonamide methyl-3-(8-chloroimidazo[1,5-a]pyrazin-3-yl)-1-isopropylcyclopentanecarboxylate COC(=O)C1(CC(CC1)C1=NC=C2N1C=CN=C2Cl)C(C)C.O=C2N(N=C(C1=CC=CC=C21)C=2C=C(C=CC2)CCNS(=O)=O)C2=CC=CC=C2